(S)-3,3-dimethyl-N-(1-(3-(2-(trifluoromethyl)pyridin-4-yl)-1,2,4-oxadiazol-5-yl)ethyl)butanamide CC(CC(=O)N[C@@H](C)C1=NC(=NO1)C1=CC(=NC=C1)C(F)(F)F)(C)C